N-(cyclopropylmethyl)pyridineamide C1(CC1)CNC(=O)C1=NC=CC=C1